tert-butyl N-[(tert-butoxy)carbonyl]-N-[(2E)-3-{[4-(trifluoromethoxy)phenyl]sulfanyl}prop-2-en-1-yl]carbamate C(C)(C)(C)OC(=O)N(C(OC(C)(C)C)=O)C\C=C\SC1=CC=C(C=C1)OC(F)(F)F